5-(Difluoromethoxy)-2-{8-[(1s,3s)-3-hydroxy-3-methylcyclobutyl]-5,6,7,8-tetrahydrocyclopenta[4,5]pyrrolo[2,3-c]pyridazin-3-yl}-3-methylphenol FC(OC=1C=C(C(=C(C1)O)C1=CC2=C(N=N1)N(C1=C2CCC1)C1CC(C1)(C)O)C)F